C(C=C)C1(CCC1)CCN(C(=O)OC(C)(C)C)C(=O)OC(C)(C)C di-tert-butyl {2-[1-(prop-2-en-1-yl)cyclobutyl]ethyl}-2-imidodicarbonate